CN1CCN(CCC1)C1=NC2=CC(=C(C=C2C(=N1)NC1CCN(CC1)CC1=CC=CC=C1)OC)OC 2-(hexahydro-4-methyl-1H-1,4-diazepin-1-yl)-6,7-dimethoxy-N-[1-(phenylmethyl)-4-piperidinyl]-4-quinazolinamine